2-amino-6-bromo-1-(4-fluoro-3-methoxy-2,6-dimethylphenyl)-5-methyl-1H-pyrrole NC=1N(C(=CC1)C)C1C(=C(C(=CC1(C)Br)F)OC)C